fluoren-1(2H)-one C1(CC=CC=2C3=CC=CC=C3CC12)=O